CC1=NN(C(=C1)C1=NSC=2C1=NC(=CC2C#N)N2[C@@H](COCC2)C)C2OCCCC2 3-[3-methyl-1-(oxan-2-yl)-1H-pyrazol-5-yl]-5-[(3R)-3-methylmorpholin-4-yl]-[1,2]thiazolo[4,5-b]pyridine-7-carbonitrile